C1(CCCCC1)(C1=CC(=C(C(=C1)C)O)C)C1=CC(=C(C(=C1)C)O)C 4,4'-(cyclohexane-1,1-diyl)bis(2,6-dimethylphenol)